tert-butyl 4-(2-morpholino-7-(pyridin-3-yl)-6,7-dihydro-5H-pyrrolo[2,3-d]pyrimidin-4-yl)piperidine-1-carboxylate O1CCN(CC1)C=1N=C(C2=C(N1)N(CC2)C=2C=NC=CC2)C2CCN(CC2)C(=O)OC(C)(C)C